N-[(4-cyanopyridin-2-yl)methyl]-2-{[(2S)-1,4-dioxan-2-yl]methyl}-8-(trifluoromethyl)-2H-furo[2,3-g]indazole-7-carboxamide C(#N)C1=CC(=NC=C1)CNC(=O)C1=C(C2=C(C=CC3=CN(N=C23)C[C@@H]2OCCOC2)O1)C(F)(F)F